2-amino-4-cyclobutoxy-N-(1-cyclopropyl-2-oxo-1,2-dihydropyridin-3-yl)pyrimidine-5-carboxamide NC1=NC=C(C(=N1)OC1CCC1)C(=O)NC=1C(N(C=CC1)C1CC1)=O